C(C)(C)(C)OC(=O)N1CC2C(C1)CC(C2)CCO trans-5-(2-hydroxyethyl)hexahydrocyclopenta[c]pyrrole-2(1H)-carboxylic acid tert-butyl ester